(S)-1-(5-(2-chloro-5-(oxazol-5-yl)pyrimidin-4-yl)thiazol-2-yl)pyrrolidin-3-ol ClC1=NC=C(C(=N1)C1=CN=C(S1)N1C[C@H](CC1)O)C1=CN=CO1